1'-iodoferrocenecarboxaldehyde I[C-]1C=CC=C1.[C-]1(C=CC=C1)C=O.[Fe+2]